NC(CN1N=C(C=C1C(=O)OC)N1[C@@H](COCC1)C)C(F)(F)F methyl 2-(2-amino-3,3,3-trifluoropropyl)-5-[(3R)-3-methylmorpholin-4-yl]pyrazole-3-carboxylate